5-(4-(2-methoxyethoxy)styryl)-8-(methylamino)-2,7-naphthyridin COCCOC1=CC=C(C=CC2=C3C=CN=CC3=C(N=C2)NC)C=C1